sodium hydroxyethylacrylate OCCOC(C=C)=O.[Na]